N-(5-fluoropyrimidin-2-yl)-2-[1',1'-difluoro-6-(trifluoromethyl)-1-oxospiro[3H-isoquinoline-4,2'-cyclopropane]-2-yl]acetamide FC=1C=NC(=NC1)NC(CN1C(C2=CC=C(C=C2C2(C(C2)(F)F)C1)C(F)(F)F)=O)=O